BrC1=CC(=CC=C1)OCCC1=CC=C(C=C1)Cl 1-bromo-3-(4-chlorophenethoxy)benzene